(5R)-2-(7-fluoro-2-methylquinoline-3-carbonyl)-9,9-dimethyl-8-oxo-2-azaspiro[4.5]dec-6-ene-7-carbonitrile FC1=CC=C2C=C(C(=NC2=C1)C)C(=O)N1C[C@]2(CC1)C=C(C(C(C2)(C)C)=O)C#N